CC1=C(C=C(C=C1)C)C1=CC(=C(N=N1)NC1C[C@@H]2[C@@H](CN(C2)CC2CCOCC2)C1)C(F)(F)F (3aR,5s,6aS)-N-(6-(2,5-dimethylphenyl)-4-(trifluoromethyl)pyridazin-3-yl)-2-((tetrahydro-2H-pyran-4-yl)methyl)octahydro-cyclopenta[c]pyrrol-5-amine